N1CCC(CC1)C(C)NC(OC(C)(C)C)=O tert-butyl (1-(piperidin-4-yl)ethyl)carbamate